COC=1C=CC=2N(C3=CC=C(C=C3C2C1)OC)CC1=CC=C(C=C1)CCC(=O)O 3-(4-((3,6-dimethoxy-9H-carbazol-9-yl)methyl)phenyl)propanoic acid